BrC1=CC=C(C=2NN=NC21)Br 4,7-dibromobenzotriazol